BrC1=C(C=C(C(=C1)OC)Br)OC 2,5-dibromo-1,4-dimethoxybenzene